Di-tert-butyl-pentaerythritol C(C)(C)(C)C(O)(C(CO)(CO)CO)C(C)(C)C